4-CHINOLINON N1=CCC(C2=CC=CC=C12)=O